(S)-3-(difluoromethyl)morpholine hydrochloride Cl.FC([C@H]1NCCOC1)F